C1(=CC=CC=C1)[SiH](O[SiH3])C1=CC=CC=C1 diphenyl-siloxysilane